FC1=C(C(=CC=C1C(=O)C1=CNC2=NC=C(C=C21)C=2C=NC(=NC2)N2CCCC2)F)NS(=O)(=O)CCC N-(2,6-difluoro-3-(5-(2-(pyrrolidin-1-yl)pyrimidin-5-yl)-1H-pyrrolo[2,3-b]pyridine-3-carbonyl)phenyl)propane-1-sulfonamide